(R)-3-(3-fluoro-1-(4-(5,6,7,8-tetrahydro-1,8-naphthyridin-2-yl)butanoyl)azetidin-3-yl)-3-(3-fluoro-4-methoxyphenyl)propionic acid FC1(CN(C1)C(CCCC1=NC=2NCCCC2C=C1)=O)[C@H](CC(=O)O)C1=CC(=C(C=C1)OC)F